6-tert-butyl-5-(3,4-dichlorophenyl)-4-(1-methylpiperidin-3-yloxy)thieno[2,3-d]pyrimidine C(C)(C)(C)C1=C(C2=C(N=CN=C2OC2CN(CCC2)C)S1)C1=CC(=C(C=C1)Cl)Cl